1-(benzo[b]thiophen-5-yl)-2-oxo-7-(trifluoromethyl)-1,2-dihydroquinoline-3-carboxylate S1C2=C(C=C1)C=C(C=C2)N2C(C(=CC1=CC=C(C=C21)C(F)(F)F)C(=O)[O-])=O